C(C)N1C=CC2=CC(=CC=C12)C#N 1-ethyl-5-cyanoindole